(6R,7R)-3-[[(5-methyl-1,3,4-thiadiazole-2-yl)thio]methyl]-7-amino-8-oxo-5-thia-1-azabicyclo[4.2.0]oct-2-ene-2-formic acid CC1=NN=C(S1)SCC1=C(N2C([C@H]([C@H]2SC1)N)=O)C(=O)O